6-fluoroisoquinolin FC=1C=C2C=CN=CC2=CC1